C1(CC1)CCC=1C=C(C(NN1)=O)O 6-(2-cyclopropylethyl)-4-hydroxypyridazin-3(2H)-one